NC1(CC1)C1=NNC(=N1)C1CC2(CN(C2)C(=O)N2CC3(C2)CC(C3)CC3=NC=C(C=C3)C(F)(F)F)C1 [6-[3-(1-aminocyclopropyl)-1H-1,2,4-triazol-5-yl]-2-azaspiro[3.3]heptan-2-yl]-[6-[[5-(trifluoromethyl)-2-pyridyl]methyl]-2-azaspiro[3.3]heptan-2-yl]methanone